1,3-bis(3,4-dicarboxyphenoxy)phthalic anhydride C(=O)(O)C=1C=C(OC23C(=O)OC(C2C(=CC=C3)OC3=CC(=C(C=C3)C(=O)O)C(=O)O)=O)C=CC1C(=O)O